C1(CC1)CN1N=CC(=C1)C=1C(=CC=C2CCN(CC12)C(CCS(=O)(=O)C)=O)OC1=CC=C(C=C1)C(F)(F)F 1-(8-(1-(cyclopropyl-methyl)-1H-pyrazol-4-yl)-7-(4-(trifluorometh-yl)phenoxy)-3,4-dihydro-isoquinolin-2(1H)-yl)-3-(methylsulfonyl)-propan-1-one